2-hydroxy-1,3,2-dioxaphospholane-2-oxide OP1(OCCO1)=O